4-chlorobenzyl (4-((N-methylazetidine-1-carboxamido)meth-yl)phenyl)carbamate CN(C(=O)N1CCC1)CC1=CC=C(C=C1)NC(OCC1=CC=C(C=C1)Cl)=O